N-(3-((1r,3r)-3-cyano-1-((4-methyl-4H-1,2,4-triazol-3-yl)methyl)cyclobutyl)phenyl)-6-((((1-methylcyclopentyl)methyl)amino)methyl)imidazo[1,2-a]pyridine-8-carboxamide C(#N)C1CC(C1)(CC1=NN=CN1C)C=1C=C(C=CC1)NC(=O)C=1C=2N(C=C(C1)CNCC1(CCCC1)C)C=CN2